C1(=CC=C(C=C1)NC1=CC2=C(SC3=C2C=CC=C3)C=C1)C1=CC=CC=C1 N-([1,1'-biphenyl]-4-yl)dibenzo[b,d]thiophen-2-amine